C(=O)=C1NN(C=C1)CCN1C(=NC(=C1)[N+](=O)[O-])C 3-carbonyl-1-(2-(2-methyl-4-nitro-1H-imidazol-1-yl)ethyl)-1H-pyrazole